C(C)(C)(C)OC(=O)N1CC2(CC1)N(C(CN(C2=O)CC2=CC=C(C=C2)OC)=O)C2=CC=C(C=C2)Cl 6-(4-chlorophenyl)-9-(4-methoxybenzyl)-7,10-dioxo-2,6,9-triazaspiro[4.5]decane-2-carboxylic acid tert-butyl ester